N-(1-aminomethyl)-1-aminomethyltriethoxysilane NCNC[Si](OCC)(OCC)OCC